methyl 3-(4-ethyl-1-((2-(trimethylsilyl)ethoxy)methyl)-1H-imidazol-5-yl)-5-fluorobenzoate C(C)C=1N=CN(C1C=1C=C(C(=O)OC)C=C(C1)F)COCC[Si](C)(C)C